ClC1=CC=C(C=C1)[C@H](C(F)(F)F)NS(=O)(=O)C=1C=CC=2N(N1)C(N(N2)C)=O (R)-N-(1-(4-chlorophenyl)-2,2,2-trifluoroethyl)-2-methyl-3-oxo-2,3-dihydro-[1,2,4]triazolo[4,3-b]pyridazine-6-sulfonamide